C(C)(C)(C)OC(=O)N(C1=CC=C(C=C1)C(C1=CN=C2N1CCN(C2)C(=O)OC(C)(C)C)O)[C@@H]2C[C@@H](N(C1=CC=CC=C21)C(CC)=O)C tert-Butyl 3-((4-((tert-butoxycarbonyl)((2S,4R)-2-methyl-1-propionyl-1,2,3,4-tetrahydroquinolin-4-yl)amino) phenyl)(hydroxy)methyl)-5,6-dihydroimidazo[1,2-a]pyrazine-7(8H)-carboxylate